NCC1CN(CCN1C)C(=O)OC(C)(C)C tert-Butyl 3-(aminomethyl)-4-methylpiperazine-1-carboxylate